ClC1=CC=NC2=CC=C(C=C12)C1(CCC1)O 1-(4-chloroquinolin-6-yl)cyclobutan-1-ol